COC1=C(CNC2=NC=3CC[C@H](C3C=C2)N)C=CC(=C1)OC (R)-N*2*-(2,4-Dimethoxy-benzyl)-6,7-dihydro-5H-[1]pyrindine-2,5-diamine